(E)-3-(3-Ethoxy-4-prop-2-ynoxyphenyl)-1-(4-hydroxyphenyl)prop-2-en-1-one C(C)OC=1C=C(C=CC1OCC#C)/C=C/C(=O)C1=CC=C(C=C1)O